3,4-dicarboxyphenoxybenzene C(=O)(O)C=1C=C(OC2=CC=CC=C2)C=CC1C(=O)O